C(CCCCCCCCCCCCCCCCCC)O nondecanol